BrC1=C2C=CNC2=CC(=C1OC1=CC(=NC=C1)C#N)F 4-((4-Bromo-6-fluoro-1H-indol-5-yl)oxy)picolinonitrile